Benzyl 2-(4-piperidyl)acetate HCl salt Cl.N1CCC(CC1)CC(=O)OCC1=CC=CC=C1